ClC=1C(=C(C=CC1F)[C@@H]1[C@H](O[C@](C1)(C(F)(F)F)C)C(=O)NC1=CC(=NC=C1)C(=O)N)OC 4-((2S,3R,5R)-3-(3-chloro-4-fluoro-2-methoxyphenyl)-5-methyl-5-(trifluoromethyl)tetrahydrofuran-2-carboxamido)picolinamide